C1(=CC=CC=C1)C=1C(=C(C=CC1)N=NC1=CC=CC=C1)N=[N+]=[N-] phenyl-diazoaminoazobenzene